4-((1-(5-Aminopyridin-2-yl)-1H-indol-5-yl)amino)benzonitrile NC=1C=CC(=NC1)N1C=CC2=CC(=CC=C12)NC1=CC=C(C#N)C=C1